FC(N1N=C(C=C1)CC#N)(F)F 2-(1-(trifluoromethyl)1H-pyrazol-3-yl)acetonitrile